C(C1=CC=CC=C1)(=O)OC(CC)O methyl-(1-hydroxyethyl) benzoate